1,2-dimethylaziridine CN1C(C1)C